FC=1C(=C(C=C2C=CC(=CC12)OCCCCN1CCC(CC1)C1=CC2=C(N(C(N2C)=O)C2C(NC(CC2)=O)=O)C=C1)O)N1S(NC(C1)=O)(=O)=O 3-[5-[1-[4-[[8-fluoro-6-hydroxy-7-(1,1,4-trioxo-1,2,5-thiadiazolidin-2-yl)-2-naphthyl]oxy]butyl]-4-piperidyl]-3-methyl-2-oxo-benzimidazol-1-yl]piperidine-2,6-dione